ethyl-2,4,6-trimethylbenzoylphenylphosphinate C(C)C1=C(C=CC=C1)P([O-])(=O)C(C1=C(C=C(C=C1C)C)C)=O